(S or R)-3-(4-((R)-3-(5-amino-9-fluoro-8-methoxy-[1,2,4]triazolo[1,5-c]quinazolin-2-yl)piperidin-1-yl)-1H-pyrazol-1-yl)-3-methylbutan-2-ol NC1=NC=2C=C(C(=CC2C=2N1N=C(N2)[C@H]2CN(CCC2)C=2C=NN(C2)C([C@H](C)O)(C)C)F)OC |o1:26|